O1COC2C1C(CO2)O tetrahydrofurano[2,3-d][1,3]dioxol-6-ol